L-2-mercaptobenzimidazolecarboxylic acid SC1(N=C2C(=N1)C=CC=C2)C(=O)O